(2R,3S)-3-((6-fluoro-2-(2-methoxy-7-methylquinoxalin-5-yl)thiazolo[5,4-b]pyridine-5-yl)oxy)butan-2-yl (2-((2-hydroxy-2-methylpropyl)carbamoyl)pyrimidin-5-yl)carbamate OC(CNC(=O)C1=NC=C(C=N1)NC(O[C@H](C)[C@H](C)OC1=C(C=C2C(=N1)SC(=N2)C2=C1N=CC(=NC1=CC(=C2)C)OC)F)=O)(C)C